COC(C1=C(C=C2C3(CC(N(C2=N1)C(=O)OC(C)(C)C)C3)F)CN3CCN(CC3)C)OC tert-butyl 7-(dimethoxymethyl)-4-fluoro-6-((4-methylpiperazin-1-yl) methyl)-3,4-dihydro-2,4-methylene-1,8-naphthyridine-1(2H)-carboxylate